5'-oxo-10'-(piperidin-4-yl)-5'H-spiro[cyclohexane-1,7'-indolo[1,2-a]quinazoline]-4'-carboxamide O=C1N=C2N(C=3C=CC=C(C13)C(=O)N)C1=CC(=CC=C1C21CCCCC1)C1CCNCC1